FC(CCCCCO)(F)F 6,6,6-trifluoro-1-hexanol